(S)-N,N-dibenzyl-tryptophan ethyl ester C(C)OC([C@@H](N(CC1=CC=CC=C1)CC1=CC=CC=C1)CC1=CNC2=CC=CC=C12)=O